(R)-Cyclopropyl(3-methylpiperazin-1-yl)methanethione hydrochloride Cl.C1(CC1)C(=S)N1C[C@H](NCC1)C